2',3-dichloro-4-((3,5-difluoropyridin-2-yl)methoxy)-5'-methyl-6-(methyl-d3)-2H-[1,4'-bipyridin]-2-one ClC1=NC=C(C(=C1)N1C(C(=C(C=C1C([2H])([2H])[2H])OCC1=NC=C(C=C1F)F)Cl)=O)C